NC1=C(C(N(C2=CC(=CC=C12)OC)C=1C=NC(=CC1)C)=O)C(=O)OC methyl 4-amino-1-(6-methylpyridin-3-yl)-2-oxo-7-methoxy-1,2-dihydroquinoline-3-carboxylate